menthyl citrate C(CC(O)(C(=O)[O-])CC(=O)[O-])(=O)OC1CC(CCC1C(C)C)C